ClC1=C(SC2=C1C=CC(=C2)F)C(=O)NC2=CC=C(C=C2)C(\C=C\C2=CC=C(C=C2)N(C)CCO)=O 3-Chloro-6-fluoro-N-[4-[(E)-3-[4-[2-hydroxyethyl(methyl)amino]phenyl]prop-2-enoyl]phenyl]-1-benzothiophene-2-carboxamide